Cl.FC1=C(OCC([C@H](C[C@H]2C(NCC2)=O)NC(=O)[C@@H]2[C@H]3C([C@H]3CN2C([C@@H](N)C(C)C)=O)(C)C)=O)C=CC(=C1)F (1R,2S,5S)-N-{(2S)-4-(2,4-difluorophenoxy)-3-oxo-1-[(3S)-2-oxopyrrolidin-3-yl]butan-2-yl}-6,6-dimethyl-3-L-valyl-3-azabicyclo[3.1.0]hexane-2-carboxamide, hydrochloride salt